(4aS,8aR)-4a-Methyloctahydronaphthalen-2(1H)one C[C@@]12CCC(C[C@H]2CCCC1)=O